tert-butyl (S)-8-(2-(dibenzylamino) ethoxy)-1-((1,3-dioxoisoindolin-2-yl) methyl)-3,4-dihydroisoquinoline-2(1H)-carboxylate C(C1=CC=CC=C1)N(CCOC=1C=CC=C2CCN([C@@H](C12)CN1C(C2=CC=CC=C2C1=O)=O)C(=O)OC(C)(C)C)CC1=CC=CC=C1